ClC=1SC(=CN1)CN1COCN(C1=N[N+](=O)[O-])C 3-(2-Chloro-5-thiazolylmethyl)tetrahydro-5-methyl-N-nitro-4H-1,3,5-oxadiazin-4-imin